NC1=C(C(=NN1C(CCO)C(F)F)C1=CC=C(C=C1)Br)C#N 5-amino-3-(4-bromophenyl)-1-[1-(difluoromethyl)-3-hydroxy-propyl]pyrazole-4-carbonitrile